[Br-].C(C1=CC=CC=C1)(=O)O[C@@]1([C@@H](CN(CC1)S(=O)(=O)CC1=CC=CC=C1)C[N+](C([2H])([2H])[2H])(CC1=CC=CC=C1)C)C1=CC(=CC=C1)OC(C1=CC=CC=C1)=O N-(((3R,4S)-4-(benzoyloxy)-4-(3-(benzoyloxy)phenyl)-1-(benzylsulfonyl)piperidin-3-yl)methyl)-N-benzyl-N-(methyl-d3)methylammonium bromide